(7-(6-bromothiazolo[4,5-b]pyridin-2-yl)-7-azaspiro[3.5]non-1-en-2-yl)-5-cyclopropyl-3-(2,6-dichlorophenyl)isoxazole BrC=1C=C2C(=NC1)N=C(S2)N2CCC1(CC(=C1)C=1C(=NOC1C1CC1)C1=C(C=CC=C1Cl)Cl)CC2